butyryl-sulfonamide C(CCC)(=O)S(=O)(=O)N